tert-butyl 3,4-diaminopyrroline-1-carboxylate NC1=CN(CC1N)C(=O)OC(C)(C)C